ethylenediaminetetraacetic Acid ethylenediamine salt C(CN)N.C(CN(CC(=O)O)CC(=O)O)N(CC(=O)O)CC(=O)O